BrC1=CN(C2=CC(=C(C=C12)C)F)C(=O)OC(C)(C)C tert-Butyl 3-bromo-6-fluoro-5-methyl-1H-indole-1-carboxylate